C(#N)C1=NN(C(=N1)C1=CC=CC=C1)CC1=CC=C(C=C1)C=C 3-cyano-5-phenyl-1-(4-vinylbenzyl)-1H-1,2,4-triazole